1-(3-(difluoromethoxy)phenyl)-3-ethyl-3-methyl-N-(3-methyl-1,1-dioxathiolan-3-yl)-2-oxoindoline-5-carboxamide FC(OC=1C=C(C=CC1)N1C(C(C2=CC(=CC=C12)C(=O)NC1(SOCC1)C)(C)CC)=O)F